(1S,3aS,5S,6aR)-5-((6-(5-(((4-(methoxymethyl)pyrimidin-2-yl)oxy)methyl)-1-methyl-1H-1,2,3-triazol-4-yl)-2-methylpyridin-3-yl)oxy)octahydropentalene-1-carboxylic acid ethanolamine salt C(O)CN.COCC1=NC(=NC=C1)OCC1=C(N=NN1C)C1=CC=C(C(=N1)C)O[C@H]1C[C@@H]2CC[C@@H]([C@@H]2C1)C(=O)O